4-((1-(((1-aminoisoquinolin-5-yl)amino)methyl)-2-(2-cis-(4-methoxycyclohexyl)acetyl)-2-azabicyclo[2.1.1]hexan-4-yl)methoxy)-1,6-dimethylpyridin-2(1H)-one NC1=NC=CC2=C(C=CC=C12)NCC12N(CC(C1)(C2)COC2=CC(N(C(=C2)C)C)=O)C(CC2CCC(CC2)OC)=O